(2-(2-amino-3-bromoquinolin-7-yl)ethyl)-5-(4-amino-5-fluoro-7H-pyrrolo[2,3-d]pyrimidin-7-yl)cyclopent-3-ene-1,2-dial NC1=NC2=CC(=CC=C2C=C1Br)CCC1(C(C=CC1N1C=C(C2=C1N=CN=C2N)F)C=O)C=O